1-Propyl-3-ethylpyridinium fluorid [F-].C(CC)[N+]1=CC(=CC=C1)CC